FC1=CC=C(C=C1)C1=CN=C2N1C=CN=C2NC2=CC(=C(C=C2)NC(C)=O)C N-(4-((3-(4-fluorophenyl)imidazo[1,2-a]pyrazin-8-yl)amino)-2-methylphenyl)acetamide